C(C)[C@@H]1N(CCCC1)C(C[C@@H](C(N[C@@H](C)C1=NC2=C(N1)C=CC=C2F)=O)NC(=O)[C@@H]2[C@@H](C2)C2=CC=CC=C2)=O (1S,2R)-N-[(1S)-3-[(2S)-2-ethyl-1-piperidyl]-1-[[(1S)-1-(4-fluoro-1H-benzimidazol-2-yl)ethyl]carbamoyl]-3-oxo-propyl]-2-phenyl-cyclopropanecarboxamide